C(C1=CC=CC=C1)(=O)C=1C=C2C(=CNC2=CC1)C=O 5-BENZOYL-1H-INDOLE-3-CARBALDEHYDE